N[C@@H](CC(N)=O)C(=O)O anti-asparagine